C([C@@H]1[C@H]([C@@H]([C@H](C(O1)OP(=O)(O)OP(=O)(O)O)N)O)O)O diphosphoglucosamine